FC1=NC(=CC(=C1C=O)I)F 2,6-difluoro-4-iodo-3-pyridinecarboxaldehyde